OCCOCCOCCNC(OCC1=CC=CC=C1)=O benzyl N-{2-[2-(2-hydroxyethoxy)-ethoxy]ethyl}carbamate